COC1=NC(=CC(=C1)CN1C[C@@H](N(C[C@@H]1C)C1=CC(N(C=2C=CC(=NC12)C#N)C)=O)C)C(F)(F)F |&1:14| 8-[(2S,SR)-4-{[2-methoxy-6-(trifluoromethyl)pyridin-4-yl]methyl}-2,5-dimethylpiperazin-1-yl]-5-methyl-6-oxo-5,6-dihydro-1,5-naphthyridine-2-carbonitrile